ClC1=CC=C(C(=N1)C(=O)O)N[C@H](C)C=1C=C(C=C2C(N(C(=NC12)C1CCOCC1)C1CC1)=O)F (R)-6-Chloro-3-((1-(3-cyclopropyl-6-fluoro-4-oxo-2-(tetrahydro-2H-pyran-4-yl)-3,4-dihydroquinazolin-8-yl)ethyl)amino)picolinic acid